N-(methyl-d3)pyrazoleboronic acid C(N1N=C(C=C1)B(O)O)([2H])([2H])[2H]